Cl.FC=1C=C(C=CC1)[C@H](CNC(C[C@H]1CN(CCC1)C(C)=O)(C)C)O 1-((S)-3-(2-(((R)-2-(3-Fluorophenyl)-2-hydroxyethyl)amino)-2-methylpropyl)piperidin-1-yl)ethan-1-one hydrochloride